N1CC(C1)OC1=CC(=C2CN(C(C2=C1)=O)C1=CC(=CC=C1)C1(COC1)CC1=NN=CN1C)C(F)(F)F 6-(azetidin-3-yloxy)-2-(3-{3-[(4-methyl-1,2,4-triazol-3-yl)methyl]oxetan-3-yl}phenyl)-4-(trifluoromethyl)-3H-isoindol-1-one